4-fluoro-5-methoxyisoindoline FC1=C2CNCC2=CC=C1OC